6-methyl-4-(2H-1,2,3-triazol-2-yl)picolinic acid CC1=CC(=CC(=N1)C(=O)O)N1N=CC=N1